COC1=C(C2=CC=CC=C2C=C1)S(=O)(=O)C1=CC=C(C=C1)NC(NCC=1C=NC=CC1)=O 3-[4-(2-methoxynaphthalene-1-sulfonyl)phenyl]-1-(pyridin-3-ylmethyl)urea